(R)-2-amino-2-(2-chlorophenyl)cyclohexanone (R)-pyroglutamate N1[C@H](CCC1=O)C(=O)O.N[C@@]1(C(CCCC1)=O)C1=C(C=CC=C1)Cl